3-methyl-N-(5-(trifluoromethyl)-1-(4-(trifluoromethyl)benzyl)-1H-indazol-3-yl)isoxazole-4-carboxamide CC1=NOC=C1C(=O)NC1=NN(C2=CC=C(C=C12)C(F)(F)F)CC1=CC=C(C=C1)C(F)(F)F